5,6,7,8-tetrahydronaphtho[2,3-b]furan-3-amine O1C2=C(C(=C1)N)C=C1CCCCC1=C2